C(C1=CC=CC=C1)OC1=C(C=O)C=CC=C1C#CC=1C(=NC(=NC1)NC1=C(C=C(C=C1)N1CCC(CC1)N1CCN(CC1)C)OC)NC1=CC=CC=C1 2-(benzyloxy)-3-{2-[2-({2-methoxy-4-[4-(4-methylpiperazin-1-yl)piperidin-1-yl]phenyl}amino)-4-(phenylamino)pyrimidin-5-yl]ethynyl}benzaldehyde